(4-((2S,4S)-4-ethoxy-1-((5-methoxy-7-methyl-1H-indol-4-yl)methyl)piperidin-2-yl)benzoyl)glutamine C(C)O[C@@H]1C[C@H](N(CC1)CC1=C2C=CNC2=C(C=C1OC)C)C1=CC=C(C(=O)N[C@@H](CCC(N)=O)C(=O)O)C=C1